N(=[N+]=[N-])CC1CCC(CC1)C=O [4-(azidomethyl)Cyclohexyl]methanone